ClC=1C=C(OC2C(C(C2(C)C)NC(OC(C)(C)C)=O)(C)C)C=CC1C#N tert-butyl ((1r,3r)-3-(3-chloro-4-cyanophenoxy)-2,2,4,4-tetramethylcyclobutyl)carbamate